oxo-N-(1H-pyrazolo[4,3-c]pyridin-7-yl)-2-[rac-(2S,5R)-2-(1,3-benzothiazol-5-yl)-5-methyl-4-(1-methylcyclopropanecarbonyl)piperazin-1-yl]acetamide O=C(C(=O)NC=1C2=C(C=NC1)C=NN2)N2[C@H](CN([C@@H](C2)C)C(=O)C2(CC2)C)C=2C=CC1=C(N=CS1)C2 |r|